O=C1C(=C(C2=C(N1)CCC2)C2=CC=CC=C2)C#N 2-oxo-4-phenyl-1H,2H,5H,6H,7H-cyclopenta[b]pyridine-3-carbonitrile